NC1=C(C(N(C2=CC(=CC=C12)OC(F)F)C1=CC=C(C=C1)[C@@H](C)O)=O)C(=O)OC Methyl (R)-4-amino-7-(difluoromethoxy)-1-(4-(1-hydroxyethyl)phenyl)-2-oxo-1,2-dihydroquinoline-3-carboxylate